CC(C(=O)C1=NC=C(C=C1)C)(CCC=C)C 2,2-dimethyl-1-(5-methylpyridin-2-yl)hex-5-en-1-one